C(C)(C)C1=NN(C=2C=NN(C(C21)=O)CC(=O)N[C@@H](C)C2=CC=C(C=C2)OC(F)(F)F)C (S)-2-(3-isopropyl-1-methyl-4-oxo-1,4-dihydro-5H-pyrazolo[3,4-d]pyridazin-5-yl)-N-(1-(4-(trifluoromethoxy)phenyl)ethyl)acetamide